4-iodo-1-((1-methoxycyclohexyl)methyl)-5-methyl-1H-pyrazole IC=1C=NN(C1C)CC1(CCCCC1)OC